2-(p-tolyl)propionamide C1(=CC=C(C=C1)C(C(=O)N)C)C